(2S,5'R)-7-chloro-4-ethoxy-6-[5-[(1S)-1-hydroxyethyl]-1,3,4-oxadiazol-2-yl]-3'-methoxy-5'-methyl-spiro[benzofuran-2,4'-cyclohex-2-ene]-1',3-dione ClC1=C(C=C(C=2C([C@]3(C(=CC(C[C@H]3C)=O)OC)OC21)=O)OCC)C=2OC(=NN2)[C@H](C)O